C(C)OC(=O)C1=NNC(=N1)[N+](=O)[O-] 5-nitro-1H-1,2,4-triazole-3-carboxylic acid ethyl ester